C1C[C@H](CC=2C3=CC=CC=C3NC12)NC1=NC(=NC2=C1OCCN2)C=2C(NC=CC2)=O 3-[4-[[(3R)-2,3,4,9-tetrahydro-1H-carbazol-3-yl]amino]-7,8-dihydro-6H-pyrimido[5,4-b][1,4]oxazin-2-yl]-1H-pyridin-2-one